dimethyl-1,2,3,4-tetrahydro-pyrrolo[3,2-b]pyridin-5-one CC1CC=2NC(C=CC2N1C)=O